(2S,3R,4R)-ethyl 1-acetyl-4-((5-cyanothiophen-2-yl)amino)-2-cyclopropyl-3-methyl-1,2,3,4-tetrahydroquinoline-6-carboxylate C(C)(=O)N1[C@H]([C@@H]([C@H](C2=CC(=CC=C12)C(=O)OCC)NC=1SC(=CC1)C#N)C)C1CC1